(2S)-2-(9H-fluoren-9-yl-methoxycarbonyl-amino)-3-[4-(trifluoromethyl)phenyl]propanoic acid C1=CC=CC=2C3=CC=CC=C3C(C12)N([C@H](C(=O)O)CC1=CC=C(C=C1)C(F)(F)F)C(=O)OC